C(C=C)N1C(CC(C2=CC=C(C=C12)C(F)(F)F)=O)(C)C 1-allyl-2,2-dimethyl-7-(trifluoromethyl)-2,3-dihydroquinolin-4(1H)-one